C1=CC=CC=2C3=CC=CC=C3C(C12)COC(=O)N(C)C[C@@H]1CN(C[C@H](O1)C1=CC(=NC(=C1)Cl)Br)C(=O)OC(C)(C)C trans-tert-butyl 2-(((((9H-fluoren-9-yl)methoxy)carbonyl)(methyl)amino)methyl)-6-(2-bromo-6-chloropyridin-4-yl)morpholine-4-carboxylate